5-[3-(propylsulfinylmethyl)azetidine-1-carbonyl]-4-(trifluoromethyl)-2-[4-(trifluoromethyl)phenyl]-benzonitrile C(CC)S(=O)CC1CN(C1)C(=O)C=1C(=CC(=C(C#N)C1)C1=CC=C(C=C1)C(F)(F)F)C(F)(F)F